octaethyl-porphine nickel [Ni].C(C)C1=C(C=2C=C3C(=C(C(=CC=4C(=C(C(=CC5=C(C(=C(N5)C=C1N2)CC)CC)N4)CC)CC)N3)CC)CC)CC